2-{4-[2-(5-amino-7-methoxy[1,2,4]triazolo[1,5-c]quinazolin-2-yl)cyclopropyl]-1H-pyrazol-1-yl}ethan-1-ol NC1=NC=2C(=CC=CC2C=2N1N=C(N2)C2C(C2)C=2C=NN(C2)CCO)OC